C(CCCCCCCCCCCCCC)OC(CCCC(CCCCCCC)CCCCCCC)=O pentadecyl-5-heptyldodecanoate